1-(3-methoxypropyl)-3-methyl-4-(4,4,5,5-tetramethyl-1,3,2-dioxaborolan-2-yl)pyrazole COCCCN1N=C(C(=C1)B1OC(C(O1)(C)C)(C)C)C